ClC1=C(C(=CC=C1)C=O)C=1C=C(SC1)[C@@H](C)NC1=NC(=NC2=CC(=C(C=C12)C1CCC(CC1)C(=O)OC)OC)C methyl (1R,4R)-4-(4-(((R)-1-(4-(2-chloro-6-formylphenyl)thien-2-yl)ethyl)amino)-7-methoxy-2-methylquinazolin-6-yl)cyclohexane-1-carboxylate